N,6-dimethyl-5-(4-((3-methyl-2-oxo-1,2,3,4-tetrahydropyrido[3,2-d]pyrimidin-7-yl)methyl)piperazin-1-yl)picolinamide CNC(C1=NC(=C(C=C1)N1CCN(CC1)CC1=CC=2NC(N(CC2N=C1)C)=O)C)=O